(2R,3R)-5,7-dihydroxy-2-(3,4,5-trihydroxyphenyl)chroman-3-yl 4-((1-(l-7-amino-3,6,9,12,15-pentaoxaheptadecyl)-1H-1,2,3-triazol-4-yl)methoxy)-3,5-dihydroxybenzoate NC(OCCOCCN1N=NC(=C1)COC1=C(C=C(C(=O)O[C@H]2[C@H](OC3=CC(=CC(=C3C2)O)O)C2=CC(=C(C(=C2)O)O)O)C=C1O)O)COCCOCCOCC